1,1-diphenyl-propenyl alcohol C1(=CC=CC=C1)C(=C(C)O)C1=CC=CC=C1